CC=1C=CC=2N(C3=CC=C(C=C3C2C1)C)C1=C(C#N)C=C(C(=C1N1C2=CC=C(C=C2C=2C=C(C=CC12)C)C)N1C2=CC=C(C=C2C=2C=C(C=CC12)C)C)C1=NC(=NC(=N1)C1=CC=CC=C1)C1=CC=CC=C1 2,3,4-tris(3,6-dimethyl-9H-carbazol-9-yl)-5-(4,6-diphenyl-1,3,5-triazin-2-yl)benzonitrile